1-(3-((4,4-bis(((Z)-oct-5-en-1-yl) oxy) butanoyl) oxy) 2-(((4-(((2-(pyrrolidin-1-yl) ethyl) carbamoyl) oxy) heptanoyl) oxy) methyl) propyl) heptanedioate C(CCCCCC(=O)[O-])(=O)OCC(COC(CCC(OCCCC\C=C/CC)OCCCC\C=C/CC)=O)COC(CCC(CCC)OC(NCCN1CCCC1)=O)=O